C(C)(=O)C1CCCN1 5-acetylpyrrolidine